ClC1=C(C(=O)NC2=C(C=CC=C2)C2=CC=C(C=C2)C2=NC(=NO2)C2=CC=CC=C2)C=CC=N1 2-Chloro-N-(4'-(3-phenyl-1,2,4-oxadiazol-5-yl)-[1,1'-biphenyl]-2-yl)nicotinamide